NC1=NC(=NC=2N1N=C(N2)C=2OC=CC2)NCCC2=CC=C(C=C2)NC(C2=CN=CC=C2)=O N-(4-(2-((7-amino-2-(furan-2-yl)-[1,2,4]triazolo[1,5-a][1,3,5]triazin-5-yl)amino)ethyl)-phenyl)nicotinamide